BrC1=NC=C(N=C1)OC1=C(C(=NC=C1)Cl)Cl 2-bromo-5-((2,3-dichloropyridin-4-yl)oxy)pyrazine